[C@H]12[C@H](CCC[C@@H]2O1)N1N=NC=C1C1=CC(=CC=C1)F 1-((1R,2S,6S)-7-oxabicyclo[4.1.0]Heptan-2-yl)-5-(3-fluorophenyl)-1H-1,2,3-triazole